BrC1=CC=C2C=NN(C2=C1)C 6-bromo-1-methyl-indazol